3,20-diaminopregnane NC1CC2CC[C@H]3[C@@H]4CC[C@H](C(C)N)[C@]4(CC[C@@H]3[C@]2(CC1)C)C